(5-oxopyrrolidin-3-yl) carbonate C(OC1CNC(C1)=O)([O-])=O